2-(chloromethyl)-4-(4-methoxybenzyl)-1,4-oxazepane ClCC1OCCCN(C1)CC1=CC=C(C=C1)OC